C(C)(C)(C)S(=O)N1C(CC(C1)=C)(C)C 1-(tert-butylsulfinyl)-2,2-dimethyl-4-methylenepyrrolidine